OC(=O)CCCCCCCCC.N1=CC=CC(=C1)C1N(C)CCC1 nicotine caprate